6-(cyclopropanecarboxamido)-4-((3-(5-cyclopropylpyrazin-2-yl)-5-fluoro-2-methoxyphenyl)amino)-N-(methyl-d3)pyridazine-3-carboxamide C1(CC1)C(=O)NC1=CC(=C(N=N1)C(=O)NC([2H])([2H])[2H])NC1=C(C(=CC(=C1)F)C1=NC=C(N=C1)C1CC1)OC